(E)-1-(4-(2-cyanovinyl)benzyl)-1H-pyrazole-4-carboxylic acid ethyl ester C(C)OC(=O)C=1C=NN(C1)CC1=CC=C(C=C1)\C=C\C#N